5-(2-amino-1-methoxyethyl)-2-methoxyaniline NCC(OC)C=1C=CC(=C(N)C1)OC